2-((2-chloro-5-cyano-3-((3R,5R)-3,5-dimethylpiperazin-1-yl)phenyl)amino)-4-(cyclopropylamino)pyrazolo[1,5-a][1,3,5]triazine-8-carbonitrile ClC1=C(C=C(C=C1N1C[C@H](N[C@@H](C1)C)C)C#N)NC1=NC=2N(C(=N1)NC1CC1)N=CC2C#N